BrC=1C(=C(C[C@H]2N(CC[C@H]([C@@H]2O)F)C(=O)OCC2=CC=CC=C2)C=CC1)F |r| benzyl (rac)-(2rs,3rs,4rs)-2-(3-bromo-2-fluorobenzyl)-4-fluoro-3-hydroxypiperidine-1-carboxylate